CC1(CCN(CC1)C=1OC2=C(C=C(C=C2C(C1C)=O)C)C(C)NC=1C(=NC(=CC1)F)C=1C=CC(=C(C=O)C1)O)C 5-[3-[1-[2-(4,4-dimethyl-1-piperidyl)-3,6-dimethyl-4-oxo-chromen-8-yl]ethylamino]-6-fluoro-2-pyridyl]-2-hydroxy-benzaldehyde